NC=1C=CC(=NC1OC([2H])([2H])[2H])C(=O)NS(=O)(=O)CC1CC1 5-amino-N-((cyclopropylmethyl)sulfonyl)-6-(methoxy-d3)pyridine-2-carboxamide